[Cl-].[Ca+2].P(O)(O)(O)=O.[Cl-] phosphoric acid calcium chloride